1-(1-(Triphenylmethyl)-1H-1,2,4-triazol-3-yl)ethan-1-amine C1(=CC=CC=C1)C(N1N=C(N=C1)C(C)N)(C1=CC=CC=C1)C1=CC=CC=C1